CC1(CC(C=2C(=C(SC2SCCCO)C=2SC=CN2)C1)=O)C 6,6-dimethyl-3-(3-hydroxypropyl)thio-1-(thiazol-2-yl)-6,7-dihydro-2-benzothiophen-4(5H)-one